tert-butyl ((2S)-1-(1,3-dioxoisoindolin-2-yl)-3-(1-(tetrahydro-2H-pyran-2-yl)-1H-pyrazolo[3,4-b]pyridin-5-yl)propan-2-yl)carbamate O=C1N(C(C2=CC=CC=C12)=O)C[C@H](CC=1C=C2C(=NC1)N(N=C2)C2OCCCC2)NC(OC(C)(C)C)=O